(S)-N-(5-Chloro-2-methoxypyridin-3-yl)-6-(4-ethyl-3-(hydroxymethyl)-5-oxo-4,5-dihydro-1H-1,2,4-triazol-1-yl)-5-fluoro-2-((1,1,1-trifluoropropan-2-yl)oxy)nicotinamide ClC=1C=C(C(=NC1)OC)NC(C1=C(N=C(C(=C1)F)N1N=C(N(C1=O)CC)CO)O[C@H](C(F)(F)F)C)=O